FC=1C=C(C=CC1F)N(C(=S)N1C[C@@]2(NC3=NC(=C(C=C3CC2)C2=NC=CC=N2)C)CC1)C (S)-N-(3,4-difluorophenyl)-N,7'-dimethyl-6'-(pyrimidin-2-yl)-3',4'-dihydro-1'H-spiro[pyrrolidine-3,2'-[1,8]naphthyridine]-1-carbothioamide